O.O.O.O.O.NCCC(O)(P(O)(O)=O)P(O)(O)=O 3-amino-1-hydroxypropylidenebisphosphonate pentahydrate